2-amino-5-chlorothiophene-3-carbonitrile NC=1SC(=CC1C#N)Cl